N1CC(C1)C=1C=C2CN(C(C2=CC1)=O)C1C(NC(CC1)=O)=O 3-(5-(azetidine-3-yl)-1-oxoisoindolin-2-yl)piperidine-2,6-dione